[4-[4-(3-fluoro-2,6-dioxo-3-piperidyl)phenyl]-1-piperidyl]acetic acid tert-butyl ester C(C)(C)(C)OC(CN1CCC(CC1)C1=CC=C(C=C1)C1(C(NC(CC1)=O)=O)F)=O